CC1=NON=C1C1=NC2=C(N1CC1=NC=CC=C1C)C=CC=C2 3-methyl-4-[1-[(3-methylpyridin-2-yl)methyl]benzimidazol-2-yl]-1,2,5-oxadiazole